C1N=CC(C=2N1C=CC2)=O pyrrolo[1,2-c]pyrimidine-4-one